4-thiazolecarboxamide S1C=NC(=C1)C(=O)N